FC=1C=C2N=C(C=3N(C2=CC1C(N([C@@H]1COC2=C1C=CC(=C2)C(=C)C)C)=O)C=NC3)NC(OC(C)(C)C)=O tert-butyl (S)-(7-fluoro-8-(methyl(6-(prop-1-en-2-yl)-2,3-dihydrobenzofuran-3-yl)carbamoyl)imidazo[1,5-a]quinoxalin-4-yl)carbamate